C(C)OC=1SC(=C2C1CC([C@H]2O)(F)F)S(=O)(=O)C (4S)-1-ethoxy-5,5-difluoro-3-methanesulfonyl-4H,5H,6H-cyclopenta[c]thiophen-4-ol